1-(1,5-dimethyl-1H-pyrazol-3-yl)-2-oxo-1,2-dihydropyridine CN1N=C(C=C1C)N1C(C=CC=C1)=O